ClC1=CC=C(C=C1)C1(CCN(CC1)C=1SC2=C(N1)C=CC(=C2)C(=O)O)O 2-(4-(4-chlorophenyl)-4-hydroxypiperidin-1-yl)benzo[d]thiazole-6-carboxylic acid